ergosta-5,22,24(28)-trienol C[C@H](C=CC(=C)C(C)CO)[C@H]1CC[C@@H]2[C@@]1(CC[C@H]3[C@H]2CC=C4[C@@]3(CCCC4)C)C